(1R,2S,5S)-N-{(1S)-1-cyano-2-[(3S)-2-oxopyrrolidin-3-yl]ethyl}-6,6-dimethyl-3-[3-(pyridin-2-yl)-N-(trifluoroacetyl)-L-alanyl]-3-azabicyclo[3.1.0]hexane-2-carboxamide C(#N)[C@H](C[C@H]1C(NCC1)=O)NC(=O)[C@@H]1[C@H]2C([C@H]2CN1C([C@@H](NC(C(F)(F)F)=O)CC1=NC=CC=C1)=O)(C)C